2-((1-benzyl-4-(2-ethoxy-2-oxo-1-propionyloxyethyl)-3-methyl-2-oxo-5-phenyl-2,3-dihydro-1H-pyrrol-3-yl)methyl)malonic acid diethyl ester C(C)OC(C(C(=O)OCC)CC1(C(N(C(=C1C(C(=O)OCC)OC(CC)=O)C1=CC=CC=C1)CC1=CC=CC=C1)=O)C)=O